OCC=1C(=C(N=NC1S[C@H]1CN(CCC1)C)C1=C(C=C(C=C1)C(F)(F)F)O)C (R)-2-(5-(hydroxymethyl)-4-methyl-6-((1-methylpiperidin-3-yl)thio)pyridazin-3-yl)-5-(trifluoromethyl)phenol